FC=1C=C2C(=C(NC2=C(C1)F)C1=CC=C(C=C1)F)CC1CC(C1)N 3-[[5,7-difluoro-2-(4-fluorophenyl)-1H-indol-3-yl]methyl]cyclobutanamine